NC1=C2N=CN(C2=NC=N1)C[C@@H](C)OCP(OCCSCCCCCCCCCC#CC1=CC=C(C=C1)[Si](C)(C)C)(O)=O 2-((11-(4-(trimethylsilyl)phenyl)undec-10-yn-1-yl)thio)ethyl hydrogen ((((R)-1-(6-amino-9H-purin-9-yl)propan-2-yl)oxy)methyl)phosphonate